COC=1C=C(C=C(C1)OC)C#CC1(N(C2=NC(=C(C=C2CC1)CN1C(CN(CC1)C)=O)C=O)C(=O)N)C1=NC=CC(=C1)OC(C)C ((3,5-Dimethoxyphenyl)ethynyl)-4-isopropoxypyridin-2-yl-7-formyl-6-((4-methyl-2-oxopiperazin-1-yl)methyl)-3,4-dihydro-1,8-naphthyridine-1(2H)-carboxamide